C(C)N1C(SC=C1)=N 3-ethylthiazole-2-imine